3-ISOPROPYL-6-(PIPERIDIN-4-YLTHIO)-N-(3-(TRIFLUOROMETHYL)BENZYL)IMIDAZO[1,2-B]PYRIDAZIN-8-AMINE HYDROCHLORIDE Cl.C(C)(C)C1=CN=C2N1N=C(C=C2NCC2=CC(=CC=C2)C(F)(F)F)SC2CCNCC2